ClC/C=C/C(=O)OCC1=NC2=C(N1C)C=C(C(=C2Cl)C2=CC=CN1C(=CC=C21)C(C2=CC(=C(C(=C2)F)NC(\C=C\CCl)=O)F)=O)C (4-chloro-5-(3-(4-((E)-4-chlorobut-2-enamido)-3,5-difluorobenzoyl)indolizin-8-yl)-1,6-dimethyl-1H-benzo[d]imidazol-2-yl)methyl (E)-4-chlorobut-2-enoate